(2-(2-hydroxyethyl)-4,5-dimethoxyphenyl)p-toluophenone OCCC1=C(C=C(C(=C1)OC)OC)C1=C(C=CC(=C1)C(=O)C1=CC=CC=C1)C